FC(C1CCC(CN1)NC(OCCCC)=O)(F)F butyl [6-(trifluoromethyl)piperidin-3-yl]carbamate